[Si](C)(C)(C(C)(C)C)O[C@@H]1CN(CC[C@H]1N1C(C(CC1)OC[C@H](C)OC1OCCCC1)=O)C1=NC=C(C=N1)C(F)(F)F 1-((3R,4R)-3-(tert-butyldimethylsilyloxy)-1-(5-(trifluoromethyl)pyrimidin-2-yl)piperidin-4-yl)-3-((S)-2-(tetrahydro-2H-pyran-2-yloxy)propoxy)pyrrolidin-2-one